CC1(CCC=[N+]1[O-])C 5,5-dimethyl-1-pyrroline oxide